N1=CC=CC2=CC(=CC=C12)C1=C(OC(=C1)[N+](=O)[O-])C(=O)N (quinolin-6-yl)-5-nitrofuran-2-carboxamide